FC1=CC=C(C=C1)C(C1=C(N)C(=CC(=C1)C)C)C1=CC=C(C=C1)F 2-bis(4-fluorophenyl)methyl-4,6-dimethylaniline